3-(4-fluorobenzyl)-1H-pyrrole FC1=CC=C(CC2=CNC=C2)C=C1